2-(4-(4-(3H-imidazo[4,5-b]pyridin-7-yl)-1H-pyrazol-1-yl)phenyl)-2-morpholinoacetonitrile N1=CNC2=NC=CC(=C21)C=2C=NN(C2)C2=CC=C(C=C2)C(C#N)N2CCOCC2